1-benzyl-1H-imidazol C(C1=CC=CC=C1)N1C=NC=C1